BrC=1C=C(C=CC1)C1(CC(C1)C)C(C(C)O)=O 1-((1s,3s)-1-(3-bromophenyl)-3-methylcyclobutyl)-2-hydroxypropan-1-one